N-[2-(Benzyl-methyl-amino)-4-oxo-4H-quinazolin-3-yl]-2-(3,5-difluoro-phenyl)-acetamide C(C1=CC=CC=C1)N(C1=NC2=CC=CC=C2C(N1NC(CC1=CC(=CC(=C1)F)F)=O)=O)C